ClC=1C=C2CN(CC2=CC1I)C(CC[C@@]1(C(NC(N1)=O)=O)C1CC1)=O (S)-5-(3-(5-chloro-6-iodoisoindolin-2-yl)-3-oxopropyl)-5-cyclopropylimidazolidine-2,4-dione